4'-[(1-{[5-(propan-2-yl)pyridin-2-yl]carbamoyl}-D-prolyl)amino][1,1'-biphenyl]-4-carboxylic acid CC(C)C=1C=CC(=NC1)NC(=O)N1[C@H](CCC1)C(=O)NC1=CC=C(C=C1)C1=CC=C(C=C1)C(=O)O